C(N)(=S)C1=C(C2=C(C(=N1)C=1C=C3CCN(CC3=CC1)C(=O)OC(C)(C)C)C=CS2)C2=C(C=C(C=C2)F)OCCOC tert-butyl 6-[6-carbamothioyl-7-[4-fluoro-2-(2-methoxyethoxy)phenyl]thieno[3,2-c]pyridin-4-yl]-3,4-dihydro-1H-isoquinoline-2-carboxylate